FC1(CN(CCC12CCN(CC2)C2=CC=CC=1N(C(N(C12)C)=O)C1C(N(C(CC1)=O)CC1=CC=C(C=C1)OC)=O)C(=O)OCC1=CC=CC=C1)F benzyl 5,5-difluoro-9-[1-[1-[(4-methoxyphenyl)methyl]-2,6-dioxo-3-piperidyl]-3-methyl-2-oxo-benzimidazol-4-yl]-3,9-diazaspiro[5.5]undecane-3-carboxylate